N1C(=NC2=C1C=CC=C2)C2=CC(=NN2C)NC(=O)C=2C(=NC(=CC2)N2CCN(CC2)C)C N-[5-(1H-benzimidazol-2-yl)-1-methyl-pyrazol-3-yl]-2-methyl-6-(4-methyl-piperazin-1-yl)pyridine-3-carboxamide